CC1=C(C=CC=C1NC(C1=NC=C(C(=C1)C1CC1)CNCCF)=O)C1=C(C(=CC=C1)NC(C1=NC=C(C(=C1)C1CC1)CNCCF)=O)C N,N'-(2,2'-dimethyl-[1,1'-biphenyl]-3,3'-diyl)bis(4-cyclopropyl-5-(((2-fluoroethyl)amino)methyl)picolinamide)